N1(CCCCC1)[SiH](C)C piperidinodimethylsilane